(1S,2S)-N-(6-(5-chloro-6-fluoro-7-(tetrahydrofuran-3-yl)-1H-indazol-4-yl)imidazo[1,2-a]pyrazin-2-yl)-2-fluorocyclopropane-1-carboxamide ClC=1C(=C2C=NNC2=C(C1F)C1COCC1)C=1N=CC=2N(C1)C=C(N2)NC(=O)[C@H]2[C@H](C2)F